(S)-2-chloro-7-methyl-9-(tetrahydrofuran-3-yl)-7,9-dihydro-8H-purin-8-one ClC1=NC=C2N(C(N(C2=N1)[C@@H]1COCC1)=O)C